1-(4-(6-amino-5-(tri-fluoromethyl)pyridin-3-yl)-1-(3-morpholino-bicyclo[1.1.1]pentan-1-yl)-1H-imidazol-2-yl)-2-methylpropan-1-ol NC1=C(C=C(C=N1)C=1N=C(N(C1)C12CC(C1)(C2)N2CCOCC2)C(C(C)C)O)C(F)(F)F